Naphthalenesulfonamide isothiocyanate [N-]=C=S.C1(=CC=CC2=CC=CC=C12)S(=O)(=O)N